ClC=1C=C(C=NC1)C1=NC(=C2N=CN(C2=N1)[C@H]1[C@@H]([C@@H]([C@H](O1)C(=O)NC([2H])([2H])[2H])O)O)NCC1=NN=NN1C (2S,3S,4R,5R)-5-(2-(5-chloropyridin-3-yl)-6-((1-methyl-1H-tetrazol-5-yl)methylamino)-9H-purin-9-yl)-3,4-dihydroxyl-N-(methyl-d3)-tetrahydrofuran-2-formamide